(3-(7-(2-carboxyethyl)-2,8,12,17-tetramethyl-13,18-divinyl-7H,8H-porphyrin-3-yl)propanoyl)-L-aspartic acid C(=O)(O)CCC1C2=CC3=C(C(=C(N3)C=C3C(=C(C(C=C4C(=C(C(=CC(C1C)=N2)N4)C)C=C)=N3)C)C=C)C)CCC(=O)N[C@@H](CC(=O)O)C(=O)O